ClC1=C(C(=C(C(=C1Cl)OC1OC2=C(O1)C=CC(=C2)C=CC(=O)C2=CC=CC=C2)Cl)Cl)O 2,3,5,6-Tetrachloro-4-[(5-(3-phenyl-3-oxo-1-propenyl)-1,3-benzodioxol-2-yl)oxy]phenol